7-(2-methylpyrimidin-5-yl)-4-phenyl-3,4-dihydro-1H-benzo[4,5]imidazo[2,1-c][1,4]oxazine CC1=NC=C(C=N1)C1=CC2=C(N=C3COCC(N32)C3=CC=CC=C3)C=C1